(S)-(4-(benzo[d]oxazol-2-yl)-4,6-dihydropyrrolo[3,4-d]imidazol-5(1H)-yl)(pyrazolo[1,5-a]pyridin-3-yl)methanone O1C(=NC2=C1C=CC=C2)[C@H]2N(CC=1NC=NC12)C(=O)C=1C=NN2C1C=CC=C2